FC(OC1=NC=CC(=C1C1=NC=C2N(C(N(C2=N1)CC1=CC=C(C=C1)C=1N(C=C(N1)C(F)(F)F)C)=N)CC(F)(F)F)C)F 2-(2-(difluoromethoxy)-4-methylpyridin-3-yl)-9-(4-(1-methyl-4-(trifluoromethyl)-1H-imidazol-2-yl)benzyl)-7-(2,2,2-trifluoroethyl)-7H-purin-8(9H)-imine